1,3-dipropylcyclopentane C(CC)C1CC(CC1)CCC